2-cyclopentylcyclopropane-1-carboxylic acid C1(CCCC1)C1C(C1)C(=O)O